C1=CC=CC=2C3=CC=CC=C3N(C12)C1=C(C(=CC(=C1)C#N)N1C2=CC=CC=C2C=2C=CC=CC12)C1=CC=C(C=C1)N1C2=CC=CC=C2C=2C=CC=CC12 2,4',6-tri(9H-carbazol-9-yl)-[1,1'-biphenyl]-4-carbonitrile